2,7-diazaspiro[4.4]nonane-2-carboxylic acid methyl ester COC(=O)N1CC2(CC1)CNCC2